COC(=O)C1=CC=C2C(=CN(C2=C1)CCC(F)F)C1=CC(=CC=C1)C#N 3-(3-cyanophenyl)-1-(3,3-difluoropropyl)-1H-indole-6-carboxylic acid methyl ester